magnesium titanium copper [Cu].[Ti].[Mg]